C(\C=C\C(=O)O)(=O)O.FC=1C=C2C=CC=C(C2=CC1)CCN1CCC1 1-(2-(6-fluoronaphthalen-1-yl)ethyl)azetidine fumarate